2-chloro-6-(cyclopropylmethoxy)-N-((6-methoxypyridin-3-yl)methyl)benzamide ClC1=C(C(=O)NCC=2C=NC(=CC2)OC)C(=CC=C1)OCC1CC1